C(CCC)[Si](C)(C)OCC1CC=2C(=CC3=C(N=C(N3)C)C2F)C1 butyl-[(8-fluoro-2-methyl-3,5,6,7-tetrahydrocyclopenta[f]benzimidazol-6-yl)methoxy]-dimethyl-silane